1-(1-(((7-(5,6-dimethyl-1-(tetrahydro-2H-pyran-2-yl)-1H-indazol-4-yl)-4-methoxy-5,6,7,8-tetrahydropyrido[3,4-d]pyrimidin-2-yl)oxy)methyl)cyclopropyl)-N,N-dimethylmethanamine CC=1C(=C2C=NN(C2=CC1C)C1OCCCC1)N1CC=2N=C(N=C(C2CC1)OC)OCC1(CC1)CN(C)C